ClC=1N=C2C(=CC(=NC2=CC1)C(F)(F)F)C 6-chloro-4-methyl-2-(trifluoromethyl)-1,5-naphthyridine